8-methylene-5,6,7,8-tetrahydroquinoline-5-carboxamide C=C1CCC(C=2C=CC=NC12)C(=O)N